7-((4-(2,6-Dimethyltetrahydro-2H-pyran-4-yl)phenyl)amino)-2H-benzo[b][1,4]oxazin-3(4H)-one CC1OC(CC(C1)C1=CC=C(C=C1)NC=1C=CC2=C(OCC(N2)=O)C1)C